C(C)OC(=O)C(C(=O)O)CCC(F)(F)F 2-(ethoxycarbonyl)-5,5,5-trifluoropentanoic acid